OC=1C=C(C=CC1)C=1[C@H](OC2=C(C1C)C=C(C=C2)O)C2=CC=C(C=C2)OC[C@H](C)N2C[C@@H](CC2)C (R)-3-(3-hydroxyphenyl)-4-methyl-2-(4-((S)-2-((R)-3-methylpyrrolidin-1-yl)propoxy)phenyl)-2H-benzopyran-6-ol